ClS(=O)(=O)C1=C(C(=C(C(=O)OC)C(=C1F)F)F)F methyl 4-(chlorosulfonyl)-2,3,5,6-tetrafluorobenzoate